COC1=NC2=C(N1C)C=C(C=C2)C#CC2=C1C=C(N=CC1=C(N=C2)NC)C2(CC2)C(=O)N (5-((2-methoxy-1-methyl-1H-benzo[d]imidazol-6-yl)ethynyl)-8-(methylamino)-2,7-naphthyridin-3-yl)cyclopropanecarboxamide